BrC1=C(C=C2C(=NC(N3C2=C1OCC(C3)N3CCOCC3)=O)N3C[C@H](N(C[C@@H]3C)C(=O)OC(C)(C)C)C)Cl (2R,5S)-tert-butyl 4-(11-bromo-10-chloro-3-morpholino-6-oxo-2,3,4,6-tetrahydro-[1,4]oxazepino[2,3,4-ij]quinazolin-8-yl)-2,5-dimethylpiperazine-1-carboxylate